N-(4-fluoro-3-(4-methylpiperazin-1-yl)phenyl)-4-hydroxy-1-isobutyl-2-oxo-1,2-dihydroquinoline-3-carboxamide hydrochloride Cl.FC1=C(C=C(C=C1)NC(=O)C=1C(N(C2=CC=CC=C2C1O)CC(C)C)=O)N1CCN(CC1)C